Cl.NCC=1C=C(C=C(C1SC1=NC=CC=C1CO)Cl)C1=CC=C(C=C1)S(=O)(=O)N 4-[3-(aminomethyl)-5-chloro-4-{[3-(hydroxymethyl)pyridin-2-yl]Sulfanyl}phenyl]Benzene-1-sulfonylamine hydrochloride